di(p-t-butyl-phenyl)methylene(cyclopentadienyl)(octamethyloctahydrodibenzofluorenyl)zirconium dichloride [Cl-].[Cl-].C(C)(C)(C)C1=CC=C(C=C1)C(=[Zr+2](C1(C(C(C(C2(C3C(=C4C=5C=CC=CC5CC4=C21)C=CCC3)C)(C)C)(C)C)(C)C)C)C3C=CC=C3)C3=CC=C(C=C3)C(C)(C)C